The molecule is an oligonucleotide comprised of four thymidine residues connected via 3'->5' phosphodiester linkages. It has a role as an epitope. It contains a thymidine 5'-monophosphate residue. CC1=CN(C(=O)NC1=O)[C@H]2C[C@@H]([C@H](O2)COP(=O)(O)O[C@H]3C[C@@H](O[C@@H]3COP(=O)(O)O[C@H]4C[C@@H](O[C@@H]4COP(=O)(O)O[C@H]5C[C@@H](O[C@@H]5CO)N6C=C(C(=O)NC6=O)C)N7C=C(C(=O)NC7=O)C)N8C=C(C(=O)NC8=O)C)O